ClC=1C=C2C(=CNC2=CC1)CCCNS(=O)(=O)C1=CC=C(C=C1)NC1=NC=CC(=N1)N1CCN(CC1)C N-(3-(5-chloro-1H-indol-3-yl)propyl)-4-((4-(4-methylpiperazin-1-yl)pyrimidin-2-yl)amino)benzenesulfonamide